tert-butyl 8-methyl-4-(2-methylsulfinyl-7-oxo-8-tetrahydrofuran-3-yl-pyrido[2,3-d]pyrimidin-6-yl)-2,3-dihydroquinoxaline-1-carboxylate CC=1C=CC=C2N(CCN(C12)C(=O)OC(C)(C)C)C1=CC2=C(N=C(N=C2)S(=O)C)N(C1=O)C1COCC1